aluminum bis(propylacetoacetate) C(CC)CC(CC(=O)[O-])=O.C(CC)CC(CC(=O)[O-])=O.[Al+2]